3-Acryloylpropyltrimethoxysilane C(C=C)(=O)CCC[Si](OC)(OC)OC